β-alanylhistamine N[C@@H](C)C(=O)C(CN)C1=CNC=N1